FC=1C=C(OC=2C=CC=C3CCC(N(C23)C)=O)C=CC1 8-(3-Fluorophenoxy)-1-methyl-1,2,3,4-tetrahydroquinolin-2-one